3-(cyclohexylamino)-1-propanesulfonic acid C1(CCCCC1)NCCCS(=O)(=O)O